NC=1SC2=C(C1C#N)C(=CC=C2F)C=2N=CC1=C(N=C(C(=C1C2F)C)OC[C@H]2N(CCC2)C)N2CC1CCC(C2)N1 2-amino-4-[8-(3,8-diazabicyclo[3.2.1]octan-3-yl)-4-fluoro-5-methyl-6-[[(2S)-1-methylpyrrolidin-2-yl]methoxy]-2,7-naphthyridin-3-yl]-7-fluoro-benzothiophene-3-carbonitrile